C(C)(=O)O[C@H](COC1=C(C=C(C=C1Cl)S(=O)(=O)C1=CC=C(C=C1)OC[C@@H](CN(C(C)=O)S(=O)(=O)C)OC(C)=O)Cl)CCl (R)-1-(4-((4-((R)-2-acetoxy-3-(N-(methylsulfonyl) acetamido)propoxy)phenyl) sulfonyl)-2,6-dichlorophenoxy)-3-chloropropan-2-yl acetate